ClC=1N=NC(=C(N1)Cl)C1=C(C=C(C=C1)Cl)OC 3,5-dichloro-6-(4-chloro-2-methoxyphenyl)-1,2,4-triazine